COC1=CC=C(C=C1)N1C(=NC2=C(C1=O)C1=C(S2)C=2C=CC=CC2CC1)S 8-(4-Methoxyphenyl)-9-sulfanyl-5,8-dihydronaphtho[2',1':4,5]thieno[2,3-d]pyrimidin-7(6H)-one